(S)-tert-butyl (5-bromoisochroman-1-yl)methyl(methyl)carbamate BrC1=C2CCO[C@@H](C2=CC=C1)CN(C(OC(C)(C)C)=O)C